CC(C)=CCCC(=CCCC(C)=O)C 2,6-dimethyl-2,6-undecadiene-10-one